tert-butyl 4-[[4-(7-hydroxyquinoxalin-2-yl)-3-methyl-pyrazol-1-yl]methyl]piperidine-1-carboxylate OC1=CC=C2N=CC(=NC2=C1)C=1C(=NN(C1)CC1CCN(CC1)C(=O)OC(C)(C)C)C